Tert-Butyl 3-[6-(2-azaspiro[3.4]octan-2-yl)-3-pyridyl]azetidine-1-carboxylate C1N(CC12CCCC2)C2=CC=C(C=N2)C2CN(C2)C(=O)OC(C)(C)C